2-(Cyclohexylamino)-N-(2-oxo-2-((6-(trifluoromethoxy)benzo[d]thiazol-2-yl)amino)ethyl)acetamide C1(CCCCC1)NCC(=O)NCC(NC=1SC2=C(N1)C=CC(=C2)OC(F)(F)F)=O